(E)-4-[2-[2-[2-[2-[2-[[5-[[[3-ethyl-5-[2-(2-hydroxyethyl)-1-piperidyl]pyrazolo[1,5-a]pyrimidin-7-yl]amino]methyl]-2-pyridyl]oxy]ethoxy]ethoxy]ethoxy]ethoxy]ethoxy]but-2-enoic acid C(C)C=1C=NN2C1N=C(C=C2NCC=2C=CC(=NC2)OCCOCCOCCOCCOCCOC/C=C/C(=O)O)N2C(CCCC2)CCO